iron-manganese salt [Mn].[Fe]